(S)-(4-(4-chloropyrazolo[1,5-a]pyridin-2-yl)-6,7-dihydro-1H-imidazo[4,5-c]pyridin-5(4H)-yl)(5-(1-(trifluoromethyl)-1H-pyrazol-3-yl)-1,3,4-oxadiazol-2-yl)methanone ClC=1C=2N(C=CC1)N=C(C2)[C@H]2N(CCC1=C2N=CN1)C(=O)C=1OC(=NN1)C1=NN(C=C1)C(F)(F)F